tert-butyl 4-[[2-fluoro-6-methoxy-4-[1-[(4-methoxyphenyl)methyl]-6-methyl-7-oxo-pyrazolo[3,4-c]pyridin-4-yl]phenyl]methyl]piperazine-1-carboxylate FC1=C(C(=CC(=C1)C=1C2=C(C(N(C1)C)=O)N(N=C2)CC2=CC=C(C=C2)OC)OC)CN2CCN(CC2)C(=O)OC(C)(C)C